labdanol CC(C)COC(=O)/C=C/C1=CC=CC=C1